tetrahydro-1H-cyclopropa[3,4]pyrrolo[1,2-c]oxazol-5(3H)-one C1C2N(CO1)C(C1C2C1)=O